4-[(2R)-3-(3,4-dihydro-1H-isoquinolin-2-yl)-2-hydroxypropyl]-8-[1-(3-hydroxy-3-methyl-pyrrolidin-1-yl)ethyl]-2,3-dihydro-1,4-benzoxazepin-5-one C1N(CCC2=CC=CC=C12)C[C@H](CN1CCOC2=C(C1=O)C=CC(=C2)C(C)N2CC(CC2)(C)O)O